N-(5-methyl-1,3,4-oxadiazol-2-yl)-2-(2-methylphenoxy)benzamide (3-(2,6-dioxopiperidin-3-yl)-2-methylquinolin-7-yl)methyl-[1,1'-biphenyl]-3-ylcarbamate O=C1NC(CCC1C=1C(=NC2=CC(=CC=C2C1)CN(C(O)=O)C=1C=C(C=CC1)C1=CC=CC=C1)C)=O.CC1=NN=C(O1)NC(C1=C(C=CC=C1)OC1=C(C=CC=C1)C)=O